C(#C)C=1C=C(CN2C3CN(CC2C3)C3=CC=C(C=N3)C=3C=2N(C=C(C3)OCC(C)(C)O)N=CC2C#N)C=CC1 4-(6-(6-(3-ethynylbenzyl)-3,6-diazabicyclo[3.1.1]heptan-3-yl)pyridin-3-yl)-6-(2-hydroxy-2-methylpropyloxy)pyrazolo[1,5-a]pyridine-3-carbonitrile